2-(4-(2-(3,4-dimethoxyphenyl)-3-(2,2,2-trifluoroethyl)-1H-indol-5-yl)piperidin-1-yl)ethanone COC=1C=C(C=CC1OC)C=1NC2=CC=C(C=C2C1CC(F)(F)F)C1CCN(CC1)CC=O